OC1(CC(C1)NC1=NN=C(C=2N1C=CC2)C2=C(C=C(C=C2)C(F)(F)F)O)C 2-(4-(((1s,3s)-3-hydroxy-3-methylcyclobutyl)-amino)pyrrolo[1,2-d][1,2,4]triazin-1-yl)-5-(trifluoromethyl)phenol